OC1=CC(=NC2=CC=CC=C12)C=O 4-HYDROXY-2-QUINOLINECARBALDEHYDE